N-(2-((2,5-dichloropyrimidin-4-yl)amino)-5-methylphenyl)acetamide ClC1=NC=C(C(=N1)NC1=C(C=C(C=C1)C)NC(C)=O)Cl